OC1CC(C1)NC=1C=NON1 4-((3-hydroxycyclobutyl)amino)-1,2,5-oxadiazole